C(C)(C)(C)C[Si](C)(C)CCOCN1N=C2C=CC(=CC2=C1C1=NC=NC(=C1)Cl)OC1(CC1)C tert-butyl-2-[[3-(6-chloropyrimidin-4-yl)-5-(1-methylcyclopropoxy)indazol-2-yl]methoxy]ethyl-trimethyl-silane